ClC1=C(C(=CC(=C1)C(F)(F)F)Cl)N1N=CC(=C1NCC(=C)C)S(=O)C(F)(F)F 1-[2,6-dichloro-4-(trifluoromethyl)phenyl]-5-[(2-methyl-2-propen-1-yl)amino]-4-[(trifluoromethyl)sulfinyl]-1H-pyrazole